IC1=CN(C2=CC(=CC=C12)C)S(=O)(=O)C1=CC=C(C)C=C1 3-iodo-6-methyl-1-p-toluenesulfonyl-1H-indole